ClC=1N=CC2=C(N1)N(C(=C2)CC=O)C2=CC=CC(=N2)N=S(=O)(C)C ((6-(2-chloro-6-(2-oxoethyl)-7H-pyrrolo[2,3-d]pyrimidin-7-yl)pyridin-2-yl)imino)dimethyl-λ6-sulfanone